5-bromo-3,6-dichlorosalicylic acid BrC1=CC(=C(C(C(=O)O)=C1Cl)O)Cl